[[amino-[3-[2-(benzenesulfonamido)-2-[6-[3-(methylcarbamoylamino)propoxy]-1,3-benzothiazol-2-yl]ethyl]phenyl]methylene]amino] acetate C(C)(=O)ON=C(C1=CC(=CC=C1)CC(C=1SC2=C(N1)C=CC(=C2)OCCCNC(NC)=O)NS(=O)(=O)C2=CC=CC=C2)N